BrC1=CC=C(C=N1)/C=C/C1=NC2=CC=CC=C2C=C1 (E)-2-(2-(6-bromopyridin-3-yl)vinyl)quinoline